FC1=C(C=CC=2OCOC21)C=2C=C1C(=NC2)N(N=C1NC(C(C)(C)C)=O)CC[C@H](C)O (S)-N-(5-(4-fluorobenzo[d][1,3]dioxol-5-yl)-1-(3-hydroxybutyl)-1H-pyrazolo[3,4-b]pyridin-3-yl)pivalamide